2-(6-Chloro-4-(1-(cyclopentylamino)propyl)pyridin-2-yl)-6-(3-((4-methyl-4H-1,2,4-triazol-3-yl)methyl)oxetan-3-yl)isoindolin-1-one ClC1=CC(=CC(=N1)N1C(C2=CC(=CC=C2C1)C1(COC1)CC1=NN=CN1C)=O)C(CC)NC1CCCC1